N1C(=NCC1)NCCC[C@@H](C(N[C@@H]([C@H](CC)C)C(NC)=O)=O)NC(OC(C)(C)C)=O tert-butyl N-[(1S)-4-[(4,5-dihydro-1H-imidazol-2-yl)amino]-1-{[(1S,2S)-2-methyl-1-(methylcarbamoyl)butyl]carbamoyl}butyl]carbamate